2-azaspiro[5.5]undecane C1NCCCC12CCCCC2